(R)-7-morpholino-5-oxa-2-azaspiro[3.4]octane O1CCN(CC1)[C@H]1COC2(CNC2)C1